1-(3-bromophenyl)-3-(4-chlorophenyl)urea BrC=1C=C(C=CC1)NC(=O)NC1=CC=C(C=C1)Cl